C(C1=CC=CC=C1)OP(=O)(OCC1=CC=CC=C1)OCCN(C(=O)O[C@@H](C)[C@@H](CC)N1N=CC=2C1=NC(=CN2)NC2=NNC(=C2)OC(F)F)CCN (2S,3R)-3-(6-((5-(difluoromethoxy)-1H-pyrazol-3-yl)amino)-1H-pyrazolo[3,4-b]pyrazin-1-yl)pentan-2-ol ((bis(benzyloxy)phosphoryl)oxy)methyl-(2-aminoethyl)(methyl)carbamate